C(C)C1=C2C(=CC(=CC2=CC=C1F)O)C1=C(C=2N=C(N=C(C2C=N1)N1CCOCC1)OC[C@]12CCCN2C[C@@H](C1)F)F 5-Ethyl-6-fluoro-4-(8-fluoro-2-(((2R,7aS)-2-fluorotetrahydro-1H-pyrrolizin-7a(5H)-yl)methoxy)-4-morpholinopyrido[4,3-d]pyrimidin-7-yl)naphthalen-2-ol